O=C1NC(CCC1N1CC2=C(C=C(C=C2C1=O)CNC(OCC1CC2(C1)CCC2)=O)F)=O spiro[3.3]heptan-2-ylmethyl ((2-(2,6-dioxopiperidin-3-yl)-7-fluoro-3-oxoisoindolin-5-yl)methyl)carbamate